FC=1C=C(C=CC1F)CNC(=O)C=1C(=NC(=CC1C)N1CCOCC1)SCC N-[(3,4-Difluoro-phenyl)-methyl]-2-ethylsulfanyl-4-methyl-6-morpholin-4-yl-pyridine-3-carboxylic acid amide